[N+](=O)([O-])C=1C=C2C(N=CNC2=CC1)=O 6-nitroquinazolin-4(1H)-one